bis(1-(1,3-dioxo-1,3-dihydro-2H-inden-2-ylidene)-2,2,2-trifluoroethoxy)copper O=C1C(C(C2=CC=CC=C12)=O)=C(C(F)(F)F)O[Cu]OC(C(F)(F)F)=C1C(C2=CC=CC=C2C1=O)=O